sinapoyl-CoA C(\C=C\C1=CC(OC)=C(O)C(OC)=C1)(=O)SCCNC(CCNC([C@@H](C(COP(OP(OC[C@@H]1[C@H]([C@H]([C@@H](O1)N1C=NC=2C(N)=NC=NC12)O)OP(=O)(O)O)(=O)O)(=O)O)(C)C)O)=O)=O